1-(3-((1-isopropyl-6-((5-methylthiazol-2-yl)amino)-1H-pyrrolo[3,2-c]pyridin-4-yl)oxy)pyrrolidin-1-yl)prop-2-en-1-one C(C)(C)N1C=CC=2C(=NC(=CC21)NC=2SC(=CN2)C)OC2CN(CC2)C(C=C)=O